5-bromo-1-(2,2-difluoroethyl)-1H-imidazole BrC1=CN=CN1CC(F)F